(R)-1-((2-(2'-chloro-3'-(5,6-dihydropyrrolo[3,4-c]pyrazol-2(4H)-yl)-2-methylbiphenyl-3-yl)-7-cyanobenzo[d]oxazol-5-yl)methyl)pyrrolidine-3-carboxylic acid ClC1=C(C=CC=C1N1N=C2C(=C1)CNC2)C2=C(C(=CC=C2)C=2OC1=C(N2)C=C(C=C1C#N)CN1C[C@@H](CC1)C(=O)O)C